(R)-6-(4-cyclopropyl-2-hydroxyphenyl)-3-((1-ethylpiperidin-3-yl)amino)-4-methyl-1,2,4-triazine-5(4H)-one C1(CC1)C1=CC(=C(C=C1)C=1C(N(C(=NN1)N[C@H]1CN(CCC1)CC)C)=O)O